(S)-2-((2S,3S)-2-((S)-2-Acetamido-3-(4-hydroxyphenyl)propanamido)-3-methylpentanamido)-5,5,5-trifluoropentanoic acid C(C)(=O)N[C@H](C(=O)N[C@H](C(=O)N[C@H](C(=O)O)CCC(F)(F)F)[C@H](CC)C)CC1=CC=C(C=C1)O